C(C)OC(CCCP(OC)([O-])=O)OCC methyl 3,3-diethoxypropylmethylphosphonate